nitrophenyl ((1S,2S)-2-(pyridin-2-yldisulfanyl)cyclohexyl) carbonate C(OC1=C(C=CC=C1)[N+](=O)[O-])(O[C@@H]1[C@H](CCCC1)SSC1=NC=CC=C1)=O